CC=1C(N(C(C1)=O)C1=C(C=C(C2=CC=CC=C12)C)S)=O 3-methyl-1-(2-mercapto-4-methylnaphthalen-1-yl)-1H-pyrrole-2,5-dione